O=C1C=2C=CC(=CC2CCC1)OS(=O)(=O)C1=CC=C(C=C1)C 5-oxo-5,6,7,8-tetrahydronaphthalen-2-yl-4-methylbenzene-1-sulfonate